N1(CCCC1)CCOC1=CC=C(C=C1)N1C(C=C(C=C1)OCC1=CC=C(C=C1)B1OC(C(O1)(C)C)(C)C)=O 1-{4-[2-(pyrrolidin-1-yl)ethoxy]phenyl}-4-{[4-(4,4,5,5-tetramethyl-1,3,2-dioxaborolan-2-yl)phenyl]methoxy}-1,2-dihydropyridin-2-one